1-(bicyclo[2.2.2]oct-1-yl)-1-methyl-3-(3-phenylpropyl)urea C12(CCC(CC1)CC2)N(C(=O)NCCCC2=CC=CC=C2)C